(R)-4-(3-Fluoropyridin-4-yl)-2-methyl-N-((R)-1-(pyrazolo[1,5-a]pyridin-4-yl)ethyl)piperazine-1-carboxamide FC=1C=NC=CC1N1C[C@H](N(CC1)C(=O)N[C@H](C)C=1C=2N(C=CC1)N=CC2)C